4-octyl-2-(3-octylthiophene-2-yl)thiazole C(CCCCCCC)C=1N=C(SC1)C=1SC=CC1CCCCCCCC